dibenzothiofurane C1=CC=CC=2SC3=C(C21)C=CC=C3